(4aR,8aS)-6-[3-[4-[(4-Methyl-3-pyridyl)oxy]phenyl]azetidine-1-carbonyl]-4,4a,5,7,8,8a-hexahydropyrido[4,3-b][1,4]oxazin-3-one CC1=C(C=NC=C1)OC1=CC=C(C=C1)C1CN(C1)C(=O)N1C[C@@H]2[C@@H](OCC(N2)=O)CC1